1-((1R,5S)-8-(3-fluoropyridin-4-yl)-3,8-diazabicyclo[3.2.1]octan-3-yl)-2-((2-(pyrazolo[1,5-a]pyridin-4-yl)ethyl)amino)ethan-1-one FC=1C=NC=CC1N1[C@H]2CN(C[C@@H]1CC2)C(CNCCC=2C=1N(C=CC2)N=CC1)=O